2-(2,4-Bis(trifluoromethyl)phenyl)-N-(4-fluorophenyl)-N-((5-(1-((tetrahydrofuran-3-yl)methyl)-1H-pyrazol-3-yl)-1,3,4-oxadiazol-2-yl)methyl)acetamide FC(C1=C(C=CC(=C1)C(F)(F)F)CC(=O)N(CC=1OC(=NN1)C1=NN(C=C1)CC1COCC1)C1=CC=C(C=C1)F)(F)F